ClC=1C(=CC(=C(C1)NC(=O)[C@H]1N(CC(=C1)C1CC1)C(=O)OC(C)(C)C)F)F tert-butyl (S)-2-((5-chloro-2,4-difluorophenyl)aminocarbonyl)-4-cyclopropyl-2,5-dihydro-1H-pyrrole-1-Formate